1-(4-(tert-butyl)phenyl)-2-ethyl-5-methoxy-1H-indole-3-carboxylic acid C(C)(C)(C)C1=CC=C(C=C1)N1C(=C(C2=CC(=CC=C12)OC)C(=O)O)CC